NC1=CC=CC(=N1)S(=O)(=O)NC(=O)C=1C(=NC(=CC1)C1=CC(=CC(=C1)OCC(C)C)F)N1CC(CCC1)COC N-[(6-Amino-2-pyridyl)sulfonyl]-6-(3-fluoro-5-isobutoxyphenyl)-2-[3-(methoxymethyl)-1-piperidyl]pyridin-3-carboxamid